(2R,3S,5R)-2-(2,5-difluorophenyl)-5-(8-methoxy-1,3,4,5-tetrahydropyrido[4,3-b]indol-2-yl)tetrahydropyran-3-amine FC1=C(C=C(C=C1)F)[C@H]1OC[C@@H](C[C@@H]1N)N1CC2=C(NC=3C=CC(=CC23)OC)CC1